NC1=NC=2C=C(C(=CC2C2=C1CCO2)C(=O)N(CC2=NC=C(C=C2)C(F)(F)F)C(C)C)F 4-amino-7-fluoro-N-(2-propanyl)-N-((5-(trifluoromethyl)-2-pyridinyl)methyl)-2,3-dihydrofuro[3,2-c]quinoline-8-carboxamide